[OH-].[Li+].C(C1=CC=CC=C1)N(S(=O)(=O)N1CCN(CC1)C=1C=NN2C1C=CC(=C2)C=2C=NN(C2)C)C N-benzyl-N-methyl-4-(6-(1-methyl-1H-pyrazol-4-yl)pyrazolo[1,5-a]pyridin-3-yl)piperazine-1-sulfonamide lithium(1+) hydroxide